NC=1C=C(CCN2[C@H](O[C@H](C2=O)C)C=2C(=NN(C2)C2=CC=C(C=C2)Br)C2=CC=C(C=C2)F)C=CC1 (2R,5S)-3-(3-aminophenethyl)-2-(1-(4-bromophenyl)-3-(4-fluorophenyl)-1H-pyrazol-4-yl)-5-methyloxazolidin-4-one